2-[2-(4-fluorophenyl)-2-oxo-1-phenylethyl]-4-methyl-3-oxo-N-phenylpentanamide FC1=CC=C(C=C1)C(C(C1=CC=CC=C1)C(C(=O)NC1=CC=CC=C1)C(C(C)C)=O)=O